10-(6-(Bis(2,4-dimethylphenyl)methyl)-9-ethyl-9H-carbazol-3-yl)-2,7-di-tert-butyl-9,9-dimethyl-9,10-dihydroacridine CC1=C(C=CC(=C1)C)C(C=1C=C2C=3C=C(C=CC3N(C2=CC1)CC)N1C=2C=CC(=CC2C(C2=CC(=CC=C12)C(C)(C)C)(C)C)C(C)(C)C)C1=C(C=C(C=C1)C)C